CC=1C(C(CCC1)C)=O 2,6-dimethylcyclohexenone